OC(C)C1=C2C(=NC(=C1)C#N)C(CN2)(C)C 7-(1-hydroxyethyl)-3,3-dimethyl-2,3-dihydro-1H-pyrrolo[3,2-b]pyridine-5-carbonitrile